FC(C(C(C(C(C(C(CC)(F)F)(F)F)(F)F)(F)F)(F)F)(F)F)(C(F)(F)F)F 2-heptadecafluorooctylethane